3-methyl-1-(oxan-2-yl)pyrazolo[3,4-b]pyridin CC1=NN(C2=NC=CC=C21)C2OCCCC2